((S)-1-(4-fluorophenyl)-3,4-dihydroisoquinolin-2(1H)-yl)methanone niobium silicon carbon [C].[Si].[Nb].FC1=CC=C(C=C1)[C@@H]1N(CCC2=CC=CC=C12)C=O